4-[[(1S,2S)-6-Chloro-2-(dimethyl-amino)-4-methoxy-2,3-dihydro-1H-inden-1-yl]oxy]benzene ClC1=CC(=C2C[C@@H]([C@H](C2=C1)OC1=CC=CC=C1)N(C)C)OC